2-(4-ethoxyphenyl)-N-methyl-N-phenyl-1-(benzenesulfonyl)-1H-pyrrolo[2,3-b]pyridin-4-amine C(C)OC1=CC=C(C=C1)C1=CC2=C(N=CC=C2N(C2=CC=CC=C2)C)N1S(=O)(=O)C1=CC=CC=C1